NC1=NC=C(C(=C1C1=CC=C(C=C1)O)CC)C1=CC=C(C=C1)N 4-[2-amino-5-(4-aminophenyl)-4-ethyl-3-pyridyl]phenol